1,4-bis(3-aminopropyl)benzyl-trimethyl-ammonium chloride [Cl-].NCCCC1(C[N+](C)(C)C)CC=C(C=C1)CCCN